8-(cyclopropylmethyl)-1-(2-trimethylsilylethoxymethyl)pyrrolo[3,2-g]indazole-7-carbaldehyde C1(CC1)CN1C(=CC2=CC=C3C=NN(C3=C21)COCC[Si](C)(C)C)C=O